CC1=CC=C(C=C1)S(=O)(=O)OC[C@H]1OC[C@@H](CC1)NS(=O)(=O)C(C)C ((2S,5R)-5-((1-methyl ethyl)sulfonamido)tetrahydro-2H-pyran-2-yl)methyl 4-methylbenzenesulfonate